tert-butyl (2-methyl-7-(3,3,3-trifluoroprop-1-en-2-yl)thiazolo[5,4-b]pyridin-6-yl)carbamate CC=1SC2=NC=C(C(=C2N1)C(=C)C(F)(F)F)NC(OC(C)(C)C)=O